(R)-4-((bis(benzyloxy)phosphoryl)oxy)-2-fluorobutyric acid C(C1=CC=CC=C1)OP(=O)(OCC1=CC=CC=C1)OCC[C@H](C(=O)O)F